OCCCN(CCC1OC(OC1)CCC#N)C 3-(4-(2-((3-Hydroxypropyl)(methyl)amino)ethyl)-1,3-dioxolan-2-yl)propane-nitrile